2-(methanesulfonyl)-5-vinylbenzoyl chloride CS(=O)(=O)C1=C(C(=O)Cl)C=C(C=C1)C=C